4-((2s,5r)-4-propenoyl-2,5-dimethylpiperazin-1-yl)-6-chloro-7-(2-chlorophenyl)-1-(2-isopropyl-4-(methylthio)pyridin-3-yl)pyrido[2,3-d]pyrimidin-2(1H)-one C(C=C)(=O)N1C[C@@H](N(C[C@H]1C)C=1C2=C(N(C(N1)=O)C=1C(=NC=CC1SC)C(C)C)N=C(C(=C2)Cl)C2=C(C=CC=C2)Cl)C